CC1(OB(OC1(C)C)C1=CC=C2C=CC(=NC2=C1)O)C 7-(4,4,5,5-tetramethyl-1,3,2-dioxaborolan-2-yl)quinolin-2-ol